CC1=C(CC(CC1)C=O)C dimethylcyclohex-3-en-1-aldehyde